5-[4-[tert-butoxycarbonyl(cyclopropyl)amino]-1-piperidyl]quinazoline-8-carboxylic acid C(C)(C)(C)OC(=O)N(C1CCN(CC1)C1=C2C=NC=NC2=C(C=C1)C(=O)O)C1CC1